N-(6-amino-5-ethyl-3-pyridyl)-2-[(2S,6S)-2-methyl-6-[2-(1-methyl-4-piperidyl)benzothiophen-5-yl]-1-piperidyl]-2-oxo-acetamide NC1=C(C=C(C=N1)NC(C(=O)N1[C@H](CCC[C@H]1C=1C=CC2=C(C=C(S2)C2CCN(CC2)C)C1)C)=O)CC